5,10-dihydro-5,10-dimethyl-phenazine Tert-butyl-2-[4-(4-chlorophenyl)-5-(3-chloropyridin-4-yl)-1H-imidazol-1-yl]Acetate C(C)(C)(C)OC(CN1C=NC(=C1C1=C(C=NC=C1)Cl)C1=CC=C(C=C1)Cl)=O.CN1C=2C=CC=CC2N(C2=CC=CC=C12)C